C1(=CC=CC2=CC=CC=C12)P (naphthalen-1-yl)-phosphane